gamma-chloropropyltriethoxysilane ClCCC[Si](OCC)(OCC)OCC